(2R,3S,4R,5R)-5-cyano-4-hydroxy-2-(hydroxymethyl)-5-(4-(((pentyloxy)carbonyl)amino)pyrrolo[2,1-f][1,2,4]triazin-7-yl)tetrahydrofuran-3-yl 2-ethylbutanoate C(C)C(C(=O)O[C@@H]1[C@H](O[C@]([C@@H]1O)(C1=CC=C2C(=NC=NN21)NC(=O)OCCCCC)C#N)CO)CC